5-[4-[[(2R)-1-ethylazetidin-2-yl]methoxy]-2-methyl-pyrazol-3-yl]-N-(6-methoxypyrimidin-4-yl)pyrazolo[1,5-a]pyridin-2-amine C(C)N1[C@H](CC1)COC1=C(N(N=C1)C)C1=CC=2N(C=C1)N=C(C2)NC2=NC=NC(=C2)OC